(7E)-N-[(6-chloro-3-pyridyl)methyl]-N'-cyano-N-methyl-acetamidine ClC1=CC=C(C=N1)CN(C(C)=NC#N)C